FC1=C(C(=C(C=C1OC)OC)F)N1C(C(C=2C3=C(N=CC2C1)NC(=C3)CCN3CCOCC3)(C)C)=O 7-(2,6-difluoro-3,5-dimethoxyphenyl)-9,9-dimethyl-2-(2-morpholin-4-ylethyl)-3,6,7,9-tetrahydro-8H-pyrrolo[2,3-c]-2,7-naphthyridin-8-one